4-(3-amino-1H-indazol-5-yl)-1H-pyrrolo[2,3-b]pyridine-5-carbonitrile NC1=NNC2=CC=C(C=C12)C1=C2C(=NC=C1C#N)NC=C2